[3-(2-{[tert-Butyl(dimethyl)silyl]oxy}ethyl)pyridin-2-yl][2-chloro-5-(1,3-dioxolan-2-yl)-3-thienyl]methanol [Si](C)(C)(C(C)(C)C)OCCC=1C(=NC=CC1)C(O)C1=C(SC(=C1)C1OCCO1)Cl